N1=NC=C(C=C1)O pyridazin-4-ol